ClC1=CC(=C(C(=O)N2C[C@H](N(CC2)C=2C=CC(=NC2C#N)C=2C(=NC=CC2)OCC)CC)C=C1)C(F)(F)F 5-[(2R)-4-[4-chloro-2-(trifluoromethyl)benzoyl]-2-ethylpiperazin-1-yl]-2'-ethoxy-[2,3'-bipyridine]-6-carbonitrile